CC=1C=C2C(C(=O)OC2=O)=CC1C 4,5-dimethyl-phthalic anhydride